BrC1=NC(=CC(=C1F)C(=O)O)SCC(=O)O 2-bromo-6-(carboxymethylsulfanyl)-3-fluoropyridine-4-carboxylic acid